[N+](=O)([O-])C=1C(=NNN1)C(=O)O 5-nitro-2H-1,2,3-triazole-4-carboxylic acid